N-(4-(tert-butoxy)phenyl)azetidin-3-amine C(C)(C)(C)OC1=CC=C(C=C1)NC1CNC1